NC1=CC(=C(C=C1C=O)NC(OC(C)(C)C)=O)OC tert-butyl (4-amino-5-formyl-2-methoxyphenyl)carbamate